C12C(C(C(CC1)C2)S)S bicyclo[2.2.1]heptane-2,3-dithiol